1,2-dimethyl-5-phenylpyrazoline CN1N(C=CC1C1=CC=CC=C1)C